ClC1=CC2=C(C=N1)N(C(N2C2CCC(CC2)=O)=O)C 6-chloro-3-methyl-1-(4-oxocyclohexyl)-1,3-dihydro-2H-imidazo[4,5-c]pyridin-2-one